N-(1-(4-(2-(Pyrrolidin-1-yl)-4-(trifluoromethyl)benzyl)piperazine-1-carbonyl)-1H-pyrazol-3-yl)isobutyramide N1(CCCC1)C1=C(CN2CCN(CC2)C(=O)N2N=C(C=C2)NC(C(C)C)=O)C=CC(=C1)C(F)(F)F